(2S,6R)-4-{4-[(4-Acetylthiophen-3-yloxy)methyl]benzyl}-2,6-dimethylmorpholine C(C)(=O)C=1C(=CSC1)OCC1=CC=C(CN2C[C@@H](O[C@@H](C2)C)C)C=C1